2-carboxy-7-((2',3'-difluoro-[1,1'-biphenyl]-2-yl)oxy)-1,2,3,4-tetrahydronaphthalene C(=O)(O)C1CC2=CC(=CC=C2CC1)OC1=C(C=CC=C1)C1=C(C(=CC=C1)F)F